7-difluoromethyl-5-(2-methoxyphenyl)pyrazolo[1,5-a]pyrimidine-3-carboxylic acid methyl ester COC(=O)C=1C=NN2C1N=C(C=C2C(F)F)C2=C(C=CC=C2)OC